1,3-dimethyl-perhydro-1,3,2-diazaphosphorine CN1PN(CCC1)C